C([O-])([O-])=O.[Ca+2].C(C)(C)(C)OC(=O)NC(=N)N(OS(=O)(=O)CC)C(=O)OC(C)(C)C N,N'-Di-t-Butoxycarbonyl-N'-(ethanesulfonyloxy)guanidine calcium carbonate